BrC1=C2C(=NC=C1)NC(=N2)N[C@@H]2C[C@H](CC2)NC2=CC=C(C=N2)N2C(C=CC=C2)=O 6'-(((1S,3S)-3-((7-Bromo-3H-imidazo[4,5-b]pyridin-2-yl)amino)cyclopentyl)amino)-2H-[1,3'-bipyridin]-2-one